[Si]12(OCCN(CCO1)CCO2)CCCN2C=[N+](CC2)CCCCS(=O)(=O)[O-] 4-{1-[3-(2,8,9-trioxa-5-aza-1-silabicyclo[3.3.3]undecane-1-yl)propyl]-4,5-dihydro-1H-imidazol-3-ium-3-yl}butane-1-sulfonate